CC1(OC2=C(CC1)C(=CC(=C2C)C)C)CCCC(CCCC(CCCC(C)C)C)C 3,4-dihydro-2,5,7,8-tetramethyl-2-(4,8,12-trimethyltridecyl)-2H-1-benzopyran